C(C)(=O)C1=CC=C2C(N(C(C2=C1)=O)CC1=CC=C(C=C1)Br)(OCC1(CC1)CO)C1=CC=C(C=C1)Cl 6-acetyl-2-(4-bromophenyl-methyl)-3-(4-chlorophenyl)-3-((1-(hydroxymethyl)cyclopropyl)methoxy)isoindolin-1-one